8-(Hydroxymethyl)-1H-pyrazolo[1,5,4-de]quinoxalin-2(3H)-one OCC=1C=C2C=3N(CC(NC3C1)=O)N=C2